1,3,5-tribromostyrene BrC1(C=C)CC(=CC(=C1)Br)Br